C(#CC)OC1=CC=C2C=CC(OC2=C1)=O 7-propynyloxycoumarin